1-(2-fluoro-6-(pyrimidin-4-yl)benzoyl)-4-(4-fluorobenzyl)piperidine-4-carbonitrile FC1=C(C(=O)N2CCC(CC2)(C#N)CC2=CC=C(C=C2)F)C(=CC=C1)C1=NC=NC=C1